NC=1C(=C(C=C(C1)F)C1=NC=CC(=C1Cl)NC(=O)C=1N(C2=C(CN(CC2)C(=O)OC(C)(C)C)N1)C)C tert-butyl 2-((2-(3-amino-5-fluoro-2-methylphenyl)-3-chloropyridin-4-yl) carbamoyl)-1-methyl-1,4,6,7-tetrahydro-5H-imidazo[4,5-c]pyridine-5-carboxylate